(di-1,2-propanediol) phosphite P(O)(O)O.C(C(C)O)O.C(C(C)O)O